C1(CCCC1)N1C(CN(C=2C(N[C@](NC12)(N)NC=1C=C2CCN(CC2=CC1OC)C(CN1CCN(CC1)CC1CC1)=O)=O)C)CC (R)-8-cyclopentyl-2-{{2-{2-[4-(cyclopropylmethyl)piperazin-1-yl]acetyl}-7-methoxy-1,2,3,4-tetrahydroisoquinolin-6-yl}amino}-7-ethyl-5-methyl-7,8-dihydropterin